bis(2,2,3,3,4,4,5,5,6,6,7,7,8,8,8-pentadecafluorooctyl)-1,4,5,8-naphthalenetetracarboxylic acid diimide FC(CC=1C(=C(C=2C(=CC=C(C2C1C(O)=N)C(=O)O)C(=O)O)C(O)=N)CC(C(C(C(C(C(C(F)(F)F)(F)F)(F)F)(F)F)(F)F)(F)F)(F)F)(C(C(C(C(C(C(F)(F)F)(F)F)(F)F)(F)F)(F)F)(F)F)F